2-(3,5-diphenylpyrazol-1-yl)ethanehydroxamic acid C1(=CC=CC=C1)C1=NN(C(=C1)C1=CC=CC=C1)CC(=O)NO